(2R)-N-((R)-(3-chloro-4-fluorophenyl)((1R,3s,5S)-6,6-difluorobicyclo[3.1.0]hexan-3-yl)methyl)-2-methyl-3-oxopiperazine-1-carboxamide ClC=1C=C(C=CC1F)[C@H](NC(=O)N1[C@@H](C(NCC1)=O)C)C1C[C@H]2C([C@H]2C1)(F)F